S1N=C(C2=C1C=CC=C2)N2CCN(CC2)CCCN2C=CC1=CC=CC=C21 (3-(4-(benzo[d]isothiazol-3-yl)piperazin-1-yl)propyl)-1H-indole